(S)-(5-(1-methyl-1H-pyrazol-4-yl)-1,3,4-thiadiazol-2-yl)(4-(4-methylpyrazolo[1,5-a]pyridin-2-yl)-1,4,6,7-tetrahydro-5H-imidazo[4,5-c]pyridin-5-yl)methanone CN1N=CC(=C1)C1=NN=C(S1)C(=O)N1[C@@H](C2=C(CC1)NC=N2)C2=NN1C(C(=CC=C1)C)=C2